C12CN(CC(CC1)N2)C=2C=C(C=NC2)C=2C(=C(C=C(C2)F)C2=CC(=C(C=C2)N2C(N(C=C2)C)=O)Cl)O 1-(3'-(5-(3,8-diazabicyclo[3.2.1]octan-3-yl)pyridin-3-yl)-3-chloro-5'-fluoro-2'-hydroxy-[1,1-biphenyl]-4-yl)-3-methyl-1H-imidazol-2(3H)-one